(R)-4-(4-((1-Acetylpiperidin-3-yl)amino)isoindoline-2-carbonyl)-3-(benzyloxy)-5-hydroxybenzonitrile C(C)(=O)N1C[C@@H](CCC1)NC1=C2CN(CC2=CC=C1)C(=O)C1=C(C=C(C#N)C=C1O)OCC1=CC=CC=C1